O1CC=C(C=C1)C(=O)N 2H-pyrane-4-carboxamide